2-(2-(cyclopropanesulfonylamino)thiazol-4-yl)-N-(4-(6-ethoxypyrazin-2-yl)-2-fluorophenyl)-2-methylpropanamide C1(CC1)S(=O)(=O)NC=1SC=C(N1)C(C(=O)NC1=C(C=C(C=C1)C1=NC(=CN=C1)OCC)F)(C)C